C(#N)C=1C=C(C=C(C1)F)C1=NO[C@@](C1)(C(F)(F)F)C(=O)N[C@H]1C=C[C@H](C1)C(=O)OCCOC 2-methoxyethyl (1S,4R)-4-[[[(5R)-3-(3-cyano-5-fluorophenyl)-5-(trifluoromethyl)-4H-1,2-oxazol-5-yl]carbonyl]amino]cyclopent-2-ene-1-carboxylate